CONC(C)=O acetamido methyl ether